N-(1-(5-bromopyridin-3-yl)butyl)-2-methylpropane-2-sulfinamide BrC=1C=C(C=NC1)C(CCC)NS(=O)C(C)(C)C